Racemic-5-methyl-6,7-dihydro-4H-2-benzothiophen-5-amine hydrochloride Cl.C[C@@]1(CC=2C(=CSC2)CC1)N |r|